S(C1=C(C(OC1OC(C)C)=O)Br)C1=C(C(OC1OC(C)C)=O)Br 4,4'-thiobis[5-isopropoxy-3-bromo-2(5H)furanone]